CCCCC=COC(=O)C hexenol acetate